2-methyl-4-({3-oxo-1-[6-(piperidin-4-yloxy)pyridin-2-yl]-2-(prop-2-en-1-yl)-1H,2H,3H-pyrazolo[3,4-d]pyrimidin-6-yl}amino)benzonitrile CC1=C(C#N)C=CC(=C1)NC1=NC=C2C(=N1)N(N(C2=O)CC=C)C2=NC(=CC=C2)OC2CCNCC2